(2S,3R,5R)-3-(((4-(3,4-dihydroxybenzoyl)piperazine-1-carbonyl)oxy)methyl)-3-methyl-7-oxo-4-thia-1-azabicyclo[3.2.0]heptane-2-carboxylic acid 4,4-dioxide OC=1C=C(C(=O)N2CCN(CC2)C(=O)OC[C@]2([C@@H](N3C(C[C@H]3S2(=O)=O)=O)C(=O)O)C)C=CC1O